ClC=1C(=NC(=C(C(=O)OC)C1)NC1=C(C=C(C=C1)F)C)C methyl 5-chloro-2-((4-fluoro-2-methyl-phenyl)amino)-6-methylnicotinate